2-(2-benzyl-4-methylphenoxy)acetaldehyde C(C1=CC=CC=C1)C1=C(OCC=O)C=CC(=C1)C